C1=CC(=CN=C1)N Beta-aminopyridine